N-(4'-fluoro-4-fluorobiphenyl-2-yl)-1-methyl-3-trifluoromethyl-1H-pyrazole-4-carboxamide FC1=CC=C(C=C1)C1=C(C=C(C=C1)F)NC(=O)C=1C(=NN(C1)C)C(F)(F)F